aza-benzoindolizine N=1C=CN2C=CC3=C(C12)C=CC=C3